C(OC[C@]1(O[C@H]([C@@H]2OC(O[C@@H]21)(C)C)C2=CC=C1C(=NC=NN12)N)C#N)(O[C@H]1COCC1)=O ((3aS,4R,6S,6aS)-6-(4-aminopyrrolo[2,1-f][1,2,4]triazin-7-yl)-4-cyano-2,2-dimethyltetrahydrofuro[3,4-d][1,3]dioxol-4-yl)methyl ((R)-tetrahydrofuran-3-yl) carbonate